Cl.ClC1=C(C=2N=C(N=C(C2C=N1)N1CCCCC1)N1C[C@H](C[C@@H]1C)N)F (3S,5S)-1-[7-chloro-8-fluoro-4-(1-piperidyl)pyrido[4,3-d]pyrimidin-2-yl]-5-methyl-pyrrolidin-3-amine HCl salt